2-(4-(((R)-1-(((1r,3R)-3-((tert-butyldiphenylsilyl)oxy)cyclobutyl)methyl)piperidin-3-yl)amino)-5,7-dihydrofuro[3,4-d]pyridazin-1-yl)-5-(trifluoromethyl)phenol [Si](C1=CC=CC=C1)(C1=CC=CC=C1)(C(C)(C)C)OC1CC(C1)CN1C[C@@H](CCC1)NC=1C2=C(C(=NN1)C1=C(C=C(C=C1)C(F)(F)F)O)COC2